C1(CCC1)CN(C(OC(C)(C)C)=O)[C@H]1CN(CCC1)C=1N=NC(=CC1)C(C)N1C=NC(=C1)C=1C=NC=C(C1)N(C)C tert-butyl (cyclobutylmethyl)((3R)-1-(6-(1-(4-(5-(dimethylamino)pyridin-3-yl)-1H-imidazol-1-yl)ethyl) pyridazin-3-yl)piperidin-3-yl)carbamate